3,5-octanediol CCC(CC(CCC)O)O